2-(2,5-dioxo-2,5-dihydro-1H-pyrrol-1-yl)acetaldehyde O=C1N(C(C=C1)=O)CC=O